(E)-3-(4-Hydroxyphenyl)-1-(2-hydroxy-6-tetradecoxyphenyl)prop-2-en-1-one OC1=CC=C(C=C1)/C=C/C(=O)C1=C(C=CC=C1OCCCCCCCCCCCCCC)O